ClC=1C=C(C=CC1)C1=CC(=CC=C1)[C@H](CC(=O)O)NC(=O)NC=1C(N(C=C(C1O)C)C)=O (S)-3-(3'-chlorobiphenyl-3-yl)-3-(3-(4-hydroxy-1,5-dimethyl-2-oxo-1,2-dihydropyridin-3-yl)ureido)propanoic acid